C(C)OC=1C(NC(N([C@]2([C@H](O)[C@H](O)[C@@H](CO)O2)CC(C(=O)N2C(CNCC2)C)C)C1)=O)=O 5-ethoxyuridineisobutyryl-2-methylpiperazin